methyl 4-(bis(4-methoxybenzyl)amino)-1-((S)-2-chloro-4-cyano-6-methylphenyl)-6-oxo-1,6-dihydropyrimidine-5-carboxylate COC1=CC=C(CN(C=2N=CN(C(C2C(=O)OC)=O)C2=C(C=C(C=C2C)C#N)Cl)CC2=CC=C(C=C2)OC)C=C1